ClC1=NC=C(C(=N1)C=1C=C2C(=C(N=NC2=C(C1)F)C(C)(C)O)CC)Cl 2-(6-(2,5-dichloropyrimidin-4-yl)-4-ethyl-8-fluorocinnolin-3-yl)propan-2-ol